2-(3,5-dichloro-4-((2-(2-bromopyridin-4-yl)-4-methylquinolin-6-yl)oxy)phenyl)-3,5-dioxo-2,3,4,5-tetrahydro-1,2,4-triazine-6-carbonitrile ClC=1C=C(C=C(C1OC=1C=C2C(=CC(=NC2=CC1)C1=CC(=NC=C1)Br)C)Cl)N1N=C(C(NC1=O)=O)C#N